5-Fluoro-N-(2-(o-toluylamino)-1,5-naphthyridin-3-yl)benzo[d]isothiazole-3-carboxamide FC=1C=CC2=C(C(=NS2)C(=O)NC=2C(=NC3=CC=CN=C3C2)NC2=C(C=CC=C2)C)C1